2-(1H-pyrrolo[2,3-b]pyridin-3-yl)ethane-1-amine N1C=C(C=2C1=NC=CC2)CCN